1-(6-chloro-2-(((1R,4R)-4-hydroxycyclohexyl)amino)pyrimidin-4-yl)piperidin-4-ol ClC1=CC(=NC(=N1)NC1CCC(CC1)O)N1CCC(CC1)O